C[C@@H]1[C@H](C1)N (1S,2S)-2-methylcyclopropylamine